1-{8-methoxy-7-[3-(pyrrolidin-1-yl)propoxy]-5H-pyrido[4,3-b]indol-1-yl}pyrrolidine COC1=CC=2C3=C(NC2C=C1OCCCN1CCCC1)C=CN=C3N3CCCC3